2-[[(1S)-1-[[4-(hydroxymethyl)phenyl] carbamoyl]-2-methyl-propyl]carbamoyl]pyrrolidine-1-carboxylate OCC1=CC=C(C=C1)NC(=O)[C@H](C(C)C)NC(=O)C1N(CCC1)C(=O)[O-]